1,1,1,2,3-pentafluorobutane FC(C(C(C)F)F)(F)F